6-selenoguanosine-5'-phosphate P(=O)(O)(O)OC[C@@H]1[C@H]([C@H]([C@@H](O1)N1C=NC=2C(=[Se])NC(N)=NC12)O)O